C(C)(C)NC(C=CCCCC)=O N-isopropylheptenamide